dichloropalladium (I) Cl[Pd-]Cl